C(C)(C)(C)OC(=O)N1CC(C1)C1=NC=CC(=C1)CN1CCOC2=C(C1)C=C(C=C2Cl)N2C=CC1=CC(=CC=C21)F.COC=2C=CC(=C(C2)C2=CC(=CC(=C2)OC)N)N 5,5'-dimethoxy-2,3'-diaminobiphenyl tert-butyl-3-(4-{[9-chloro-7-(5-fluoroindol-1-yl)-3,5-dihydro-2H-1,4-benzoxazepin-4-yl]methyl}pyridin-2-yl)azetidine-1-carboxylate